C1(CCCCCC1)C1=NC(=C(C(=O)N[C@H]2CS(C=C2)(=O)=O)C=C1)OC (R)-6-cycloheptyl-N-(1,1-dioxido-2,3-dihydrothiophen-3-yl)-2-methoxynicotinamide